FC1=C(C=CC2=C1N=C(O2)C2=CC=C(N)C=C2)F 4-(4,5-difluoro-1,3-benzoxazol-2-yl)aniline